5-butyl-2-[(5-chloro-2-morpholino-pyrimidin-4-yl)methylamino]-4H-[1,2,4]triazolo[1,5-a]pyrimidin-7-one C(CCC)C=1NC=2N(C(C1)=O)N=C(N2)NCC2=NC(=NC=C2Cl)N2CCOCC2